1,1,2,2-Tetrafluoroethyl 2,2,2-trifluoroethyl ether FC(COC(C(F)F)(F)F)(F)F